C(C)(C)(C)OC(=O)N1C2CN(CC1C2)CCOS(=O)(=O)C.C(CCCCCCC\C=C/C\C=C/CCCCC)OCC(COCCCCCCCC)N2CCCC2 1-{2-[(9Z,12Z)-octadeca-9,12-dien-1-yloxy]-1-[(octyloxy)methyl]ethyl}pyrrolidine tert-butyl-3-[2-(methanesulfonyloxy)ethyl]-3,6-diazabicyclo[3.1.1]heptane-6-carboxylate